CC1=C(C(=C(C1([Hf]C1(C=CC2=CC=3CC(CC3C=C12)(CC)CC)CC1=CC=CC=C1)C)C)C)C pentamethylcyclopentadienyl-(1-benzyl-6,6-diethyl-1,5,6,7-tetrahydro-s-indacenyl)hafnium